ethyl 2-(2,6-dichloro-5-fluoropyridine-3-carbonyl)-3-[(propan-2-yl)amino]prop-2-en-oate ClC1=NC(=C(C=C1C(=O)C(C(=O)OCC)=CNC(C)C)F)Cl